1-tetracosanoyl-2-(9Z,12Z-octadecadienoyl)-sn-glycero-3-phosphocholine CCCCCCCCCCCCCCCCCCCCCCCC(=O)OC[C@H](COP(=O)([O-])OCC[N+](C)(C)C)OC(=O)CCCCCCC/C=C\C/C=C\CCCCC